copper-aluminum silver [Ag].[Al].[Cu]